C(CCCCCCC\C=C/CCCCCCCC)(=O)O.C(CCCCCCC\C=C/CCCCCCCC)(=O)O.C(CCN)N propane-1,3-diamine di[(9Z)-octadec-9-enoate]